2,4-dihydroxy-3-hydroxy-3-hydroxybenzaldehyde OC1C(C=O)=CC=C(C1(O)O)O